FC=1C=C(OC=2C=CC(=C(C2)NC(=O)C2N(C(CC2)=O)C)OC)C=CC1F N-(5-(3,4-Difluorophenoxy)-2-methoxyphenyl)-1-methyl-5-oxopyrrolidine-2-carboxamide